1-methoxy-11-propoxy-5,6,6a,7-tetrahydro-4H-dibenzo[de,g]quinolin-2-ol hydrochloride Cl.COC1=C(C=C2CCNC3CC4=C(C1=C23)C(=CC=C4)OCCC)O